(3-(2-(5-((1R,4R,7R)-7-Amino-2-azabicyclo[2.2.1]heptan-2-carbonyl)-7-methoxy-1-methyl-1H-benzo[d]imidazol-2-yl)-1-(cyclopropylmethyl)-1H-indol-7-yl)cyclobutyl)(azetidin-1-yl)methanon N[C@H]1[C@@H]2N(C[C@H]1CC2)C(=O)C2=CC1=C(N(C(=N1)C=1N(C3=C(C=CC=C3C1)C1CC(C1)C(=O)N1CCC1)CC1CC1)C)C(=C2)OC